1-Hydroxyethane-1,1-diphosphonic acid, tetrasodium salt [Na+].[Na+].[Na+].[Na+].OC(C)(P([O-])(=O)[O-])P([O-])(=O)[O-]